C(C)N(C(OC1=C(C(=CC(=C1)C(C)(C)C)C(C)(C)C)OC(N(CC)CC)=O)=O)CC 3,5-di-tert-butyl-1,2-phenylene bis(diethyl carbamate)